N-ethyl-N-(thiophen-2-ylmethyl)-3-p-tolylpropionamide C(C)N(C(CCC1=CC=C(C=C1)C)=O)CC=1SC=CC1